N1C(=O)NC=2N=CNC2C1=O.[Rh] rhodium xanthine